N-[4-Amino-5-(2-isopropyl-4,5-dimethoxy-phenoxy)-pyrimidin-2-yl]-acetamide NC1=NC(=NC=C1OC1=C(C=C(C(=C1)OC)OC)C(C)C)NC(C)=O